C(C)(C)(C)OC(N(C)C1=NC=C(N=C1)I)=O.OCCOC1=CC=C(C=C1)\C=C\C(=O)C1=CC=CC=C1 4-(2-hydroxy-ethoxy)chalcone tert-butyl-(5-iodopyrazin-2-yl)(methyl)carbamate